2-(5-(4-chlorophenyl)-4-oxo-4,5,6,7-tetrahydro-3H-pyrrolo[3,2-d]pyrimidin-3-yl)-N-cyclobutylacetamide ClC1=CC=C(C=C1)N1CCC=2N=CN(C(C21)=O)CC(=O)NC2CCC2